3-methyl-5-(piperidin-4-ylmethyl)-2-(trifluoromethyl)pyridine dihydrochloride salt Cl.Cl.CC=1C(=NC=C(C1)CC1CCNCC1)C(F)(F)F